NC=1C=CC2=NC3=CC=C(C=C3[S+]=C2C1)N(C)C 3-amino-7-(dimethylamino)-Phenothiazin-5-ium